(1R,4R)-2-(4-Bromo-2-methoxy-benzyl)-5-methyl-2,5-diaza-bicyclo[2.2.1]heptane BrC1=CC(=C(CN2[C@H]3CN([C@@H](C2)C3)C)C=C1)OC